CC=1C(=NC=CC1)NC1=CN=C(S1)C1=NC=C(C=C1)OC1NCOC1 3-methyl-N-{2-[5-(oxazolidin-4-yloxy)pyridin-2-yl]-1,3-thiazol-5-yl}pyridin-2-amine